C1(CC1)C=1N=NN(C1)[C@H](C(=O)N1[C@@H](C[C@H](C1)O)C(=O)NCC1=C(C=C(C=C1)N1CC(NCC1)=O)C)C(C)(C)C (2S,4r)-1-[(2S)-2-(4-cyclopropyl-triazol-1-yl)-3,3-dimethyl-butyryl]-4-hydroxy-N-[[2-methyl-4-(3-oxopiperazin-1-yl)phenyl]methyl]pyrrolidine-2-carboxamide